FC([C@](C)(O)C1=NC=C2N1[C@H](CN1C2=CC(=N1)C12CCC(CC1)(CC2)CO)C)(F)F (R)-1,1,1-Trifluoro-2-((S)-9-(4-(hydroxymethyl)bicyclo[2.2.2]octan-1-yl)-5-methyl-5,6-dihydroimidazo[1,5-a]pyrazolo[5,1-c]pyrazin-3-yl)propan-2-ol